N1(CCNCC1)C(=O)OC1=NC=CC(=C1C=1N=CSC1)C(C)(C)C tert-butyl-[3-(1,3-thiazol-4-yl) pyridin-2-yl] piperazine-1-carboxylate